CN([C@H]1CN(CC1)C(=O)C=1C=C2C(=NNC2=CC1)C#CC1=C2C=CN=CC2=CC=C1)C (R)-(3-(Dimethylamino)pyrrolidin-1-yl)(3-(isoquinolin-5-ylethynyl)-1H-indazol-5-yl)methanone